trans-5-chloro-2-methyl-N-(4-((3-(2-methyl-6-(methylamino)pyridin-3-yl)-2-oxo-2,3-dihydro-1H-benzo[d]imidazol-1-yl)methyl)cyclohexyl)nicotinamide ClC=1C=NC(=C(C(=O)N[C@@H]2CC[C@H](CC2)CN2C(N(C3=C2C=CC=C3)C=3C(=NC(=CC3)NC)C)=O)C1)C